N,N-dimethyl-1-pyrrolidin-3-ylmethanamine dihydrochloride Cl.Cl.CN(CC1CNCC1)C